(R)-1-(5-ethyl-4-iodo-1-methyl-1H-pyrazol-3-yl)-3-morpholinopropan-1-ol C(C)C1=C(C(=NN1C)[C@@H](CCN1CCOCC1)O)I